3-[(3-bromophenyl)methyl]pyrrolidine-1-carboxylic acid tert-butyl ester C(C)(C)(C)OC(=O)N1CC(CC1)CC1=CC(=CC=C1)Br